N-{3-[3-cyclopropyl-5-(2-fluoro-4-iodophenylamino)-6,8-dimethyl-2,4,7-trioxo-3,4,6,7-tetrahydro-2H-pyrido[4,3-d]pyrimidin-1-yl]phenyl}methanesulfonamide sodium salt [Na].C1(CC1)N1C(N(C=2C(C1=O)=C(N(C(C2C)=O)C)NC2=C(C=C(C=C2)I)F)C=2C=C(C=CC2)NS(=O)(=O)C)=O